N-(2-(2-aminoethoxy)ethyl)-4-((3-(4-(difluoromethoxy)phenyl)imidazo[1,2-a]pyrazin-8-yl)amino)-2-methylbenzamide hydrochloride Cl.NCCOCCNC(C1=C(C=C(C=C1)NC=1C=2N(C=CN1)C(=CN2)C2=CC=C(C=C2)OC(F)F)C)=O